O1CCCCCCOC(CCCCCCC1)=O 1,8-Dioxacyclohexadecan-9-one